N-(2-methoxy-4-(1-phenylcyclopentane-1-carboxamido)phenyl)phenylacetamide COC1=C(C=CC(=C1)NC(=O)C1(CCCC1)C1=CC=CC=C1)NC(CC1=CC=CC=C1)=O